2-methyl-1-(4-(2-(5-(8-methyl-[1,2,4]triazolo[1,5-a]pyridin-6-yl)-4-(2,2,2-trifluoroethyl)-1H-pyrazol-3-yl)thiazol-5-yl)piperidin-1-yl)propan-2-ol CC(CN1CCC(CC1)C1=CN=C(S1)C1=NNC(=C1CC(F)(F)F)C=1C=C(C=2N(C1)N=CN2)C)(C)O